4,4'-(Butane-1,4-diylbis(azanediyl))bis(3-nitrobenzamide) C(CCCNC1=C(C=C(C(=O)N)C=C1)[N+](=O)[O-])NC1=C(C=C(C(=O)N)C=C1)[N+](=O)[O-]